para-phenylene-2,6-benzobisoxazole C1(=CC=C(C=C1)C=1OC=C2C1C=CN=C2)C=2OC=C1C2C=CN=C1